N1(CCNCC1)CC1CCN(CC1)C1=CC=C(C=C1)N1C(NC(CC1)=O)=O 1-(4-(4-(piperazin-1-ylmethyl)piperidin-1-yl)phenyl)dihydropyrimidine-2,4(1H,3H)-dione